FC(C(=O)O)(F)F.NCCCCCNC(CCCC[C@@H]1SC[C@@H]2NC(=O)N[C@H]12)=O N-(5-aminopentyl)biotinamide, trifluoroacetic acid salt